C(C)OCC1=C(C(=C(C(=N1)O)C(=O)N1CCN(CC1)CC1=CC(=CC=C1)F)O)C1=C(C=CC=C1)OC 6-(ethoxymethyl)-3-{4-[(3-fluorophenyl)methyl]piperazine-1-carbonyl}-5-(2-methoxyphenyl)pyridine-2,4-diol